ClC1=CC=C(C=C1)C1(CC1)C=O 1-(4-chlorophenyl)cyclopropane-1-carbaldehyde